2-[ETHYL(FURAN-2-YLMETHYL)AMINO]ACETALDEHYDE C(C)N(CC=O)CC=1OC=CC1